C1OCC12CCN(CC2)C[C@H]2CSC=1C(=C(C=C3C(=NC(N2C13)=O)N1[C@H](CN(CC1)C(C=C)=O)C)Cl)C1=C(C=C(C(=C1)Cl)F)F (3S)-3-(2-oxa-7-azaspiro[3.5]nonan-7-ylmethyl)-7-((S)-4-acryloyl-2-methylpiperazin-1-yl)-9-chloro-10-(5-chloro-2,4-difluorophenyl)-2H-[1,4]thiazino[2,3,4-ij]quinazolin-5(3H)-one